C(C1=CC=CC=C1)(=O)C1=C(SC(=C1C)C)NC(=S)N(N)CC1=CC=C(C=C1)OC N-(3-benzoyl-4,5-dimethylthiophen-2-yl)-1-(4-methoxybenzyl)hydrazine-1-thiocarboxamide